[Zr].C(C)[Al] ethylaluminum zirconium